(S)-4-(cyclopropyl((5-methylthiophen-2-yl)methyl)carbamoyl)-1-(2,2-diphenylacetyl)piperazine-2-carboxylic acid C1(CC1)N(C(=O)N1C[C@H](N(CC1)C(C(C1=CC=CC=C1)C1=CC=CC=C1)=O)C(=O)O)CC=1SC(=CC1)C